(((3-chloro-1,2,4-thiadiazol-5-yl)amino)methyl)-2-(hydroxymethyl)tetrahydro-2H-pyran-3,4-diol ClC1=NSC(=N1)NCC1(OCCC(C1O)O)CO